ClC1=CC(=CC2=C1NC(=N2)C(=O)O)F 7-chloro-5-fluoro-1H-benzo[d]imidazole-2-carboxylic acid